3-(4-((2-(3,4-dichlorophenyl)oxazol-5-yl)methoxy)-1-oxoisoindol-2-yl)piperidine-2,6-dione ClC=1C=C(C=CC1Cl)C=1OC(=CN1)COC1=C2CN(C(C2=CC=C1)=O)C1C(NC(CC1)=O)=O